8-(2-fluorophenyl)-N-(4-morpholinylphenyl)pyrido[3,4-d]pyrimidin-2-amine FC1=C(C=CC=C1)C1=NC=CC2=C1N=C(N=C2)NC2=CC=C(C=C2)N2CCOCC2